NC1=C(C=2C(=NC=C(C2S1)F)C=1C2=C(C=3C=NC(=NC3C1F)N1C[C@@H](CC1)N1C[C@H](CCC1)O)COC2)C#N 2-Amino-7-fluoro-4-(5-fluoro-3-((R)-3-((S)-3-hydroxypiperidin-1-yl)pyrrolidin-1-yl)-7,9-dihydrofuro[3,4-f]quinazolin-6-yl)thieno[3,2-c]pyridine-3-carbonitrile